ethyl [5-(4-hexyloxy-1,2,5-thiadiazol-3-yl)-1-methyl-3,6-dihydro-2H-pyridin-1-ium-1-yl]methyl carbonate C(OCC)(OC[N+]1(CCC=C(C1)C1=NSN=C1OCCCCCC)C)=O